ClC1=CC(=NC=C1)CC(C#C)=O 1-(4-chloropyridin-2-yl)3-butyn-2-one